methyl 5-deuterio-1-[5-(3-methyltriazol-4-yl)-3-pyridyl]-6-oxo-pyridazine-3-carboxylate [2H]C1=CC(=NN(C1=O)C=1C=NC=C(C1)C=1N(N=NC1)C)C(=O)OC